trans-N-(4-Chloro-3-fluorophenyl)-2-(4-(tert-butyl)cyclohexyl)acetamide ClC1=C(C=C(C=C1)NC(C[C@@H]1CC[C@H](CC1)C(C)(C)C)=O)F